ClC=1C=C(C=2CCC(C2C1)O)S(=O)(=O)NC1=C(C(=C(C=C1)F)C=1C=C2C=NC(=NC2=C(C1)OC)NCCN(C)C)F 6-chloro-N-(3-(2-((2-(dimethylamino)ethyl)amino)-8-methoxyquinazolin-6-yl)-2,4-difluorophenyl)-1-hydroxy-2,3-dihydro-1H-indene-4-sulfonamide